sodium 3-[(2,3-dihydrothieno[3,4-b]-[1,4]dioxin-2-yl) methoxy]-1-butyl-1-propanesulfonate O1C=2C(OCC1COCCC(S(=O)(=O)[O-])CCCC)=CSC2.[Na+]